2-(1-(difluoromethyl)-1H-pyrazol-4-yl)-4-((6-nitropyridin-3-yl)oxy)pyridine FC(N1N=CC(=C1)C1=NC=CC(=C1)OC=1C=NC(=CC1)[N+](=O)[O-])F